3-(2,2-difluoroethyl)-2-methyl-5-(7H-pyrrolo[2,3-d]pyrimidin-5-yl)-3H-imidazo[4,5-b]pyridine FC(CN1C(=NC=2C1=NC(=CC2)C2=CNC=1N=CN=CC12)C)F